BrC1=CC(=CC(=C1)F)OC1CCC1 1-bromo-3-(cyclobutoxy)-5-fluoro-benzene